2-(2,6-difluorophenyl)-4-[[phenylmethylsulfonyl]oxy]-5-amino-3(2H)-furanone FC1=C(C(=CC=C1)F)C1OC(=C(C1=O)OS(=O)(=O)CC1=CC=CC=C1)N